C(O)(O)=O.C(C1=CC=CC=C1)N(C(=O)C=1C(=NC(=NC1)C(=O)C1NCCC1)NC1=CC=CC=C1)C/C=C/C (E)-4-(N-benzyl-4-anilino-2-tetrahydropyrroylpyrimidine-5-carboxamido)-2-butene carbonate